[NH4+].C(CCCCCCCCCCCCCCC)C1=C(C(=C2C(N(S(=O)(=O)C2=C1)C)=O)C)C cetyl-trimethyl-saccharine ammonium